8-Amino-4-(2-fluoro-4-(1-(3-fluorophenyl)-3-(methylamino)propoxy)benzyl)-1-methyl-1,2,3,4-tetrahydro-5H-pyrido[2,3-e][1,4]diazepin-5-one NC=1C=CC2=C(N(CCN(C2=O)CC2=C(C=C(C=C2)OC(CCNC)C2=CC(=CC=C2)F)F)C)N1